FC1C(C1)C(=O)NC=1SC2=C(N1)C=CC(=C2)C2=C(C=CC=1NC=NC12)C 2-fluoro-N-(6-(5-methyl-1H-benzo[d]imidazol-4-yl)benzo[d]thiazol-2-yl)cyclopropane-1-carboxamide